C(C1=CC=CC=C1)N1N=C(C=C1)C=1C=C(C=CC1)C=1C=C(C=NC1)NC(CC)=O N-(5-(3-(1-benzyl-1H-pyrazol-3-yl)phenyl)pyridin-3-yl)propionamide